FC(C=1C=C(C=CC1)CCC=1C=C(C(NN1)=O)O)F 6-{2-[3-(difluoromethyl)phenyl]ethyl}-4-hydroxypyridazin-3(2H)-one